1-hydroxy-1-(4-hydroxyphenyl)-7-(4-hydroxy-3-methoxyphenyl)-6-hepten-3,5-dione OC(CC(CC(C=CC1=CC(=C(C=C1)O)OC)=O)=O)C1=CC=C(C=C1)O